ClC1=CC(=C2C(=N1)N(N=C2)[C@H]2[C@@H]([C@@H]([C@H](O2)COP(=O)(O)CP(O)(O)=O)O)O)NS(=O)(=O)C2=C(C=CC=C2)F (((((2R,3S,4R,5R)-5-(6-chloro-4-((2-fluorophenyl)sulfonylamino)-1H-pyrazolo[3,4-b]pyridine-1-yl)-3,4-dihydroxytetrahydrofuran-2-yl)methoxy)(hydroxy)phosphoryl)methyl)phosphonic acid